3-chloro-1-ethyl-5-methyl-6-(2,4,6-trifluorophenyl)pyridin-2(1H)-one ClC=1C(N(C(=C(C1)C)C1=C(C=C(C=C1F)F)F)CC)=O